tert-butyl 2,4-dioxo-5-(prop-2-en-1-yl)piperidine-1-carboxylate O=C1N(CC(C(C1)=O)CC=C)C(=O)OC(C)(C)C